2-(4-nitrophenyl)oxazolo[5,4-b]pyridine [N+](=O)([O-])C1=CC=C(C=C1)C=1OC2=NC=CC=C2N1